NCC1=CC(=C(C=C1)NC(=O)C1=CC2=C(OCCC3=C2SC=C3)C=C1C=1C(=NC(=CC1)C(NCCCO)=O)C(=O)OC)C methyl 3-(9-((4-(aminomethyl)-2-methylphenyl)carbamoyl)-4,5-dihydrobenzo[b]thieno[2,3-d]oxepin-8-yl)-6-((3-hydroxypropyl)carbamoyl)picolinate